(R)-3-oxo-2,2-dimethylcyclobutanecarboxylate O=C1C([C@@H](C1)C(=O)[O-])(C)C